COC=1C=C(CNC2=NC(=NC=C2C(=O)N)NC=2C=NN(C2)C)C=CC1 4-((3-methoxybenzyl)amino)-2-((1-methyl-1H-pyrazol-4-yl)amino)pyrimidin-5-carboxamide